3-(1-oxo-6-(((5-(spiro[3.3]heptan-2-yl)-1,3,4-oxadiazol-2-yl)amino)methyl)isoindolin-2-yl)piperidine-2,6-dione O=C1N(CC2=CC=C(C=C12)CNC=1OC(=NN1)C1CC2(C1)CCC2)C2C(NC(CC2)=O)=O